1-[(4-chlorophenyl)methyl]-3-[2-(2-methylpropyl)-1-oxoisoquinolin-4-yl]urea ClC1=CC=C(C=C1)CNC(=O)NC1=CN(C(C2=CC=CC=C12)=O)CC(C)C